OCCN(CCCCCC(=O)OC(CCCCCCCCCC)CCCCCCCCCC)CCCCCC(OCCCCCCCCCCC)=O Henicosan-11-yl 6-((2-hydroxyethyl)(6-oxo-6-(undecyloxy)hexyl)amino)hexanoate